NCC(=O)C=1N=C2N(C=CC(=C2)C2=C(C(=CC=C2O)Cl)Cl)C1 2-Amino-1-(7-(2,3-dichloro-6-hydroxyphenyl)imidazo[1,2-a]pyridin-2-yl)ethan-1-one